NC1=NC=CC2=C1N=C(N=C2C(C)C)C=2C=C(C=CC2)C#C[C@]2(C(N(CC2)C)=O)O (R)-3-((3-(8-Amino-4-isopropylpyrido[3,4-d]pyrimidin-2-yl)phenyl)ethynyl)-3-hydroxy-1-methylpyrrolidin-2-one